CC1(CCOCC1)C(C(=O)OCC)C(=O)OCC Diethyl 2-(4-methyltetrahydro-2H-pyran-4-yl)malonate